4-(4-amino-3-methoxy-phenyl)piperazine-1-carboxylic acid tert-butyl ester C(C)(C)(C)OC(=O)N1CCN(CC1)C1=CC(=C(C=C1)N)OC